tert-butyl (3R)-3-(3-bromo-4,5-dihydroisoxazol-5-yl)piperidine-1-carboxylate BrC1=NOC(C1)[C@H]1CN(CCC1)C(=O)OC(C)(C)C